O1CCN(CC1)C1=CC(=NC=C1)N1CC2(CN(C2)C(=O)OC(C)(C)C)C1 tert-butyl 6-(4-morpholino-2-pyridyl)-2,6-diazaspiro[3.3]heptane-2-carboxylate